O[C@@]1(COCC2=CC=C(C=C12)C(=O)O)C (4S)-4-Hydroxy-4-methylisochromane-6-carboxylic acid